COC([C@H](C)OC1=CC(=CC=C1)Br)=O (2S)-2-(3-bromophenoxy)propionic acid methyl ester